3-sulfopropylmethacrylate potassium salt [K+].S(=O)(=O)([O-])CCCOC(C(=C)C)=O